(2S,3R)-N-(2-Amino-3-fluoro-4-((4-(trifluoromethyl)benzyl)amino)phenyl)-2,3-difluoroundecanamid NC1=C(C=CC(=C1F)NCC1=CC=C(C=C1)C(F)(F)F)NC([C@@H]([C@@H](CCCCCCCC)F)F)=O